[C@H](C)(CC)[C@@H]1N(CC2=C(NC1=O)C=CC(=C2)Cl)C(=O)N (S)-3-((S)-sec-butyl)-7-chloro-2-oxo-1,2,3,5-tetrahydro-4H-benzo[e][1,4]diazepine-4-carboxamide